2-((4-chlorophenyl)sulfonamido)-4-methyl-N-(thiazol-2-yl)benzamide ClC1=CC=C(C=C1)S(=O)(=O)NC1=C(C(=O)NC=2SC=CN2)C=CC(=C1)C